7-fluoro-2-methyl-4H-benzopyran-4-one FC1=CC2=C(C(C=C(O2)C)=O)C=C1